FC=1C=C(C=CC1)N1N=CC=2C1=NC(=NC2NC(=O)C=2SC(=CC2)[N+](=O)[O-])C2=CC=C(C=C2)F N-(1-(3-fluorophenyl)-6-(4-fluorophenyl)-1H-pyrazolo[3,4-d]pyrimidin-4-yl)-5-nitrothiophene-2-carboxamide